4-methoxypicolinimidamide COC1=CC(=NC=C1)C(N)=N